CN1N=C(C(=C1)C1=C2CCN=CC2=CC=C1)C(F)(F)F 5-(1-methyl-3-(trifluoromethyl)-1H-pyrazol-4-yl)-3,4-dihydroisoquinolin